C(#N)C1=CC=C(CCN[C@H](C(=O)NC2=NC=C(C=C2)N2C=NC(=C2)C)C2=CC=CC=C2)C=C1 |r| (S)- and (R)-2-((4-cyanophenethyl)amino)-N-(5-(4-methyl-1H-imidazol-1-yl)pyridin-2-yl)-2-phenylacetamide